[Ca].NCCNC(CC)=O N-(2-aminoethyl)propionamide calcium